D-arabinofuranosylcytosine C1([C@@H](O)[C@H](O)[C@H](O1)CO)NC1=NC(NC=C1)=O